NC1=C(C2=C(C=3N(C(=C2)C)N=CN3)N1C1=C(C(=CC=C1C)OC)C)C#N 8-amino-9-(3-methoxy-2,6-dimethylphenyl)-5-methyl-9H-pyrrolo[2,3-c][1,2,4]triazolo[1,5-a]pyridine-7-carbonitrile